S-nitroso-cysteine N(=O)SC[C@H](N)C(=O)O